NC=1N(C(C=2C=C(C(=NC2C1C(=O)N)O)C)=O)C1=C(C(=CC=C1C)OCOC)C 7-amino-2-hydroxy-6-(3-(methoxymethoxy)-2,6-dimethylphenyl)-3-methyl-5-oxo-5,6-dihydro-1,6-naphthyridine-8-carboxamide